C(C)(C)(C)P(C1=C(C(=CC=C1OC)OC)C1=C(C=C(C=C1C(C)C)C(C)C)C(C)C)C(C)(C)C bis(tert-butyl)-[3,6-dimethoxy-2-(2,4,6-triisopropylphenyl)phenyl]phosphane